N-(2-aminoethyl)propane-1,3-diamine NCCNCCCN